(benzimidazolyl)-2-bromoacetamide N1=C(NC2=C1C=CC=C2)C(C(=O)N)Br